C(CCC(=O)C)(=O)[C@@]1([C@H]([C@@H](O[C@@H]1CO)N1C(=O)NC(=O)C=C1)O)O 3'-levulinyl-uridine